ClC=1C=CC(=C(C1)C1=CC=C2C(=CN=NC2=C1)NCC1=C(C=C(C=C1)OC)OC)C1=NN(C=C1)C1OCCN1 7-[5-chloro-2-[1-(oxazolidin-2-yl)pyrazol-3-yl]phenyl]-N-[(2,4-dimethoxyphenyl)methyl]cinnolin-4-amine